2-Tert-butyl((1r,4r)-4-(hydroxymethyl)cyclohexyl)(methyl)carbamate C(C)(C)(C)C1[C@@H](CC[C@H](C1)CO)N(C([O-])=O)C